N-[2,5-difluoro-4-(trifluoromethyl)phenyl]-5-(2-methyl-1,3-thiazol-5-yl)-1H-pyrrole-3-sulfonamide FC1=C(C=C(C(=C1)C(F)(F)F)F)NS(=O)(=O)C1=CNC(=C1)C1=CN=C(S1)C